ethylenediamine tetrasodium salt [Na].[Na].[Na].[Na].C(CN)N